Cl.C(C1=CC=CC=C1)N1CCNCC1 1-benzylpiperazine hydrochloride